ClC1=CC=C(C=C1)C=1N=C2N(C=CC=C2)C1CN1CCN(CC1)C(=O)C1OCCC1 (4-{[2-(4-chlorophenyl)imidazo[1,2-a]pyridin-3-yl]methyl}piperazin-1-yl)(tetrahydrofuran-2-yl)methanone